2-octyl-acrylamide sodium [Na].C(CCCCCCC)C(C(=O)N)=C